N[C@@H](CC(=O)O)CN (S)-3,4-diaminobutyric acid